(S)-N7-Methyl-3-phenyl-N5-(pyrimidin-5-yl)-2,3-dihydrobenzofuran-5,7-dicarboxamid CNC(=O)C1=CC(=CC=2[C@@H](COC21)C2=CC=CC=C2)C(=O)NC=2C=NC=NC2